(Z)-6-(2-(ethoxycarbonyl)but-1-en-1-yl)-5-nitronicotinic acid methyl ester COC(C1=CN=C(C(=C1)[N+](=O)[O-])\C=C(\CC)/C(=O)OCC)=O